OC1(CCN(CC1)C=1C=CC(=NC1)NC=1C=CC(=C2CNC(C12)=O)C1=CN=C2N1C=CC=C2)CN2CCN(CC2)C 7-((5-(4-hydroxy-4-((4-methylpiperazin-1-yl)meth-yl)piperidin-1-yl)pyridin-2-yl)amino)-4-(imidazo[1,2-a]pyridin-3-yl)isoindolin-1-one